C(C)(C)(C)OC(=O)N[C@@H]1[C@H](CC1)N(C(OCC1=CC=CC=C1)=O)CC benzyl N-[(1S,2S)-2-(tert-butoxycarbonylamino) cyclobutyl]-N-ethyl-carbamate